IC1=CC(=NC=C1)OCC1=C(N=NN1C)C1=CC=C(C(=N1)C)N1C[C@H](CCC1)CC(=O)OCC ethyl (R)-2-(1-(6-(5-(((4-iodopyridin-2-yl)oxy)methyl)-1-methyl-1H-1,2,3-triazol-4-yl)-2-methylpyridin-3-yl)piperidin-3-yl)acetate